COC1=NC=C(C(=N1)OC)C=1C=C(C=2N(N1)C=CN2)[C@@H]2[C@H](C2)C2=NC=C(C=C2F)C(F)(F)F 6-(2,4-dimethoxypyrimidin-5-yl)-8-((1S,2S)-2-(3-fluoro-5-(trifluoromethyl)pyridin-2-yl)cyclopropyl)imidazo[1,2-b]pyridazine